[Cl-].OC(C(=O)NC1(CC1)C)[C@H](CCCNC(=N)NS(=O)(=O)C=1C(=C(C2=C(CC(O2)(C)C)C1C)C)C)[NH3+] (3S)-2-hydroxy-1-((1-methylcyclopropyl)amino)-1-oxo-6-(3-((2,2,4,6,7-pentamethyl-2,3-dihydrobenzofuran-5-yl)sulfonyl)guanidino)hexan-3-aminium chloride